FC1=CC=C2C(=CN(C2=C1)C(=O)OC(C)(C)C)I tert-butyl 6-fluoro-3-iodo-1H-indole-1-carboxylate